CN(C)CC1CCC(CC1)[N+]1=NOC(=C1)[N-]C(NC1=CC(=CC(=C1)C(F)(F)F)NC(CC1=CN(C2=CC=CC=C12)C)=O)=O (3-((1R,4R)-4-((dimethylamino)methyl)-cyclohexyl)-1,2,3-oxadiazol-3-ium-5-yl)((3-(2-(1-methyl-1H-indol-3-yl)acetamido)-5-(trifluoromethyl)phenyl)carbamoyl)amide